NC1=NC=CC=C1C1=NC=2C(=NC(=CC2)C2=CC=CC=C2)N1C1=CC=C(C(=O)N2CC3(C2)CC(C3)C(=O)O)C=C1 2-[4-[2-(2-amino-3-pyridyl)-5-phenyl-imidazo[4,5-b]pyridin-3-yl]benzoyl]-2-azaspiro[3.3]heptane-6-carboxylic acid